4-nitro-1-(tetrahydro-2H-pyran-2-yl)-6-(4,4,5,5-tetramethyl-1,3,2-dioxaborolan-2-yl)-1H-indazole [N+](=O)([O-])C1=C2C=NN(C2=CC(=C1)B1OC(C(O1)(C)C)(C)C)C1OCCCC1